5-[[5-Fluoro-3-(2,2,2-trifluoroethoxy)-2-pyridyl]methoxy]-3-methyl-N-(4-methyl-1,1-dioxo-thian-4-yl)imidazo[4,5-b]pyridine-2-carboxamide FC=1C=C(C(=NC1)COC1=CC=C2C(=N1)N(C(=N2)C(=O)NC2(CCS(CC2)(=O)=O)C)C)OCC(F)(F)F